4-[[3-[5-[2-(2-amino-3-pyridyl)-5-phenyl-imidazo[4,5-b]pyridin-3-yl]-2-pyridyl]azetidin-1-yl]methyl]benzoic acid NC1=NC=CC=C1C1=NC=2C(=NC(=CC2)C2=CC=CC=C2)N1C=1C=CC(=NC1)C1CN(C1)CC1=CC=C(C(=O)O)C=C1